C1(CCCC1)N1C(C2(C3=C1N=C(N=C3)S(=O)(=O)C)CC2)=O 7'-Cyclopentyl-2'-(methylsulfonyl)spiro[cyclopropane-1,5'-pyrrolo[2,3-d]pyrimidin]-6'(7'H)-one